3'-ethynyl-cytidine C(#C)[C@@]1([C@H]([C@@H](O[C@@H]1CO)N1C(=O)N=C(N)C=C1)O)O